C(C)OC(C)N1[CH-]OCC1=O N-(1-ethoxyethyl)-oxazolidone